methyl 2-amino-3-(benzyloxy)benzoate NC1=C(C(=O)OC)C=CC=C1OCC1=CC=CC=C1